tris-trimethylgermyl-arsine C[Ge](C)(C)[As]([Ge](C)(C)C)[Ge](C)(C)C